FC1=CC(=C(OC2=C(C(=O)NC=3C=C(C=CC3)[S@](=O)(C)=NC(CN(C(OC(C)(C)C)=O)C)=O)C=C(C=N2)C(F)(F)F)C=C1)C tert-butyl (R)-(2-(((3-(2-(4-fluoro-2-methylphenoxy)-5-(trifluoromethyl)nicotinamido)phenyl)(methyl)(oxo)-λ6-sulfaneylidene)amino)-2-oxoethyl)(methyl)carbamate